(S)-5-amino-4-(5-(((2R,3S)-3-((4-(difluoromethoxy)cyclohexyl)amino)tetrahydro-2H-pyran-2-yl)methyl)-4-fluoro-1-oxoisoindolin-2-yl)-5-oxopentanoic acid NC([C@H](CCC(=O)O)N1C(C2=CC=C(C(=C2C1)F)C[C@H]1OCCC[C@@H]1NC1CCC(CC1)OC(F)F)=O)=O